ethyl (S)-3-(2',3'-difluorobiphenyl-3-yl)-3-(3-(4-hydroxy-1,5-dimethyl-2-oxo-1,2-dihydropyridin-3-yl)ureido)propanoate FC1=C(C=CC=C1F)C1=CC(=CC=C1)[C@H](CC(=O)OCC)NC(=O)NC=1C(N(C=C(C1O)C)C)=O